8-(1,1':4',1''-terphenyl-3-yl-2,4,5,6,2',3',5',6,2'',3'',4'',5'',6''-d13)-4-[3-(dibenzothiophen-4-yl)phenyl]-[1]benzofuro[3,2-d]pyrimidine C1(=C(C(=C(C(C1([2H])[2H])[2H])[2H])C=1C=CC2=C(C1)C=1N=CN=C(C1O2)C2=CC(=CC=C2)C2=CC=CC1=C2SC2=C1C=CC=C2)[2H])C2=C(C(=C(C(=C2)[2H])C2=C(C(=C(C(=C2[2H])[2H])[2H])[2H])[2H])[2H])[2H]